8-(4-Methylsulfonyl-2-methoxyphenyl)-N-[2-methyl-4-(piperidin-4-yl)-2,3-dihydro-1-benzofuran-7-yl]quinazolin-2-amine CS(=O)(=O)C1=CC(=C(C=C1)C=1C=CC=C2C=NC(=NC12)NC1=CC=C(C=2CC(OC21)C)C2CCNCC2)OC